FC(C=1C=C(C=C(C1)C(F)(F)F)C=1NC(=NN1)S=C1NC(=NC(=C1)Cl)S=C1OC2=C(N1)C=C(C=C2)C2=CC=CC=C2)(F)F 2-((4-((5-(3,5-bis(trifluoromethyl)phenyl)-4H-1,2,4-triazol-3-yl)thioxo)-6-chloropyrimidin-2-yl)thioxo)-5-phenylbenzo[d]oxazole